bis(trifluoromethylsulfonyl)imide lithium salt [Li+].[N-](S(=O)(=O)C(F)(F)F)S(=O)(=O)C(F)(F)F